C(C=C)(=O)N1C(CN(CC1)C=1C2=C(N=C(N1)OC[C@H]1N(CCC1)CC)CN(CC2)C2=CC=CC1=CC=CC=C21)CC#N 1-acryloyl-4-(2-(((S)-1-ethylpyrrolidin-2-yl)methoxy)-7-(naphthalen-1-yl)-5,6,7,8-tetrahydropyrido[3,4-d]pyrimidin-4-yl)piperazin-2-ylacetonitrile